O[C@H]1[C@@](COC1)(C)N1CCN(CC1)C=1C=C2C=C(N=CC2=CC1C)NC(=O)[C@H]1CC12CCOCC2 (S)-N-(6-(4-((3S,4S)-4-hydroxy-3-methyltetrahydrofuran-3-yl)piperazin-1-yl)-7-methylisoquinolin-3-yl)-6-oxaspiro[2.5]octane-1-carboxamide